5-(1-(4-chlorobenzyl)-piperidin-4-yl)-3-hydroxy-pyridine ClC1=CC=C(CN2CCC(CC2)C=2C=C(C=NC2)O)C=C1